rhodium-chromium [Cr].[Rh]